4-((3,3-diethoxy-2-hydroxypropyl)amino)benzonitrile C(C)OC(C(CNC1=CC=C(C#N)C=C1)O)OCC